[Cl-].[NH+]1=CC=CC2=CC=CC=C12 quinolin-1-ium chloride